2-(4-(((4-(4-Iodophenyl)-5-oxo-4,5-dihydro-1H-1,2,4-triazol-1-yl)meth-yl)thio)-2-methylphenoxy)acetic acid IC1=CC=C(C=C1)N1C=NN(C1=O)CSC1=CC(=C(OCC(=O)O)C=C1)C